NN1C=NC(=C2N3C(N=C12)N(C(N3CC)=O)CCN3CCC(CC3)C3=CC=C(C=C3)F)C=3OC=CC3 5-Amino-1-ethyl-3-{2-[4-(4-fluoro-phenyl)-piperidin-1-yl]-ethyl}-8-furan-2-yl-1,3-dihydro-[1,2,4]triazolo[5,1-f]purin-2-one